dioctylammonium 4-methylbenzoate CC1=CC=C(C(=O)[O-])C=C1.C(CCCCCCC)[NH2+]CCCCCCCC